CC(=C)CCC(C)=O 2-methyl-4-acetyl-1-butene